tert-butyl methyl(1-(4-(2-methyl-3-oxo-2,3-dihydro-[1,2,4]triazolo[4,3-a]pyridin-7-yl)-3,4-dihydro-2H-pyrido[3,2-b][1,4]oxazine-7-carbonyl)piperidin-3-yl)carbamate CN(C(OC(C)(C)C)=O)C1CN(CCC1)C(=O)C1=CC=2OCCN(C2N=C1)C1=CC=2N(C=C1)C(N(N2)C)=O